(3R,4R,5S)-4-acetamido-5-((2-chloro-[1,1'-biphenyl]-3-yl)methyl)amino-3-(pentan-3-oxy)cyclohex-1-en-1-carboxylic acid C(C)(=O)N[C@H]1[C@@H](C=C(C[C@@H]1NCC=1C(=C(C=CC1)C1=CC=CC=C1)Cl)C(=O)O)OC(CC)CC